ClC=1C=C(CC2=CN=C(S2)C2C(=NN(C(C2)=O)C(C)C)C(=O)N)C=CC1 (5-(3-Chlorobenzyl)thiazol-2-yl)-1-isopropyl-6-oxo-1,4,5,6-tetrahydropyridazine-3-carboxamide